Tetrachlorogold (III) Cl[Au-](Cl)(Cl)Cl